iso-Nonylacrylat C(CCCCCC(C)C)OC(C=C)=O